ClC=1C=C(C=C(C1)Cl)C1=NC(=CC(=C1)CN1CC[C@H]2C([C@H]2CC1)C(=O)O)OC=1C=NC(=CC1)N1CCN(CC1)C (1R,7S,8r)-4-((2-(3,5-dichlorophenyl)-6-((6-(4-methylpiperazin-1-yl)pyridin-3-yl)oxy)pyridin-4-yl)methyl)-4-azabicyclo[5.1.0]octane-8-carboxylic acid